Pyrrol-5(1H)-one hydrochloride Cl.N1CC=CC1=O